BrC=1N(C=C(C1)[N+]#[C-])C(C(=O)O)C(C)(C)C (2-bromo-4-isocyano-1H-pyrrol-1-yl)-3,3-dimethylbutanoic acid